OC[C@]1([N+]2(CCC(C1=O)(CC2)C)[O-])COC (1S,2S,4S)-2-(hydroxymethyl)-2-(methoxymethyl)-4-methyl-3-oxoquinuclidine 1-oxide